C(C)OC(C(CC=1C=C(C=CC1)C(C(=O)NN(C(=O)OC(C)(C)C)C)(CCC(CO)(F)F)C)C)=O tert-butyl 2-(2-(3-(3-ethoxy-2-methyl-3-oxopropyl)phenyl)-5,5-difluoro-6-hydroxy-2-methylhexanoyl)-1-methylhydrazine-1-carboxylate